hafnium pentanickel [Ni].[Ni].[Ni].[Ni].[Ni].[Hf]